6-(1H-indazol-6-yl)-N-(6-morpholinopyridin-3-yl)-[1,2,4]Triazolo[4,3-a]Pyrazin-8-amine N1N=CC2=CC=C(C=C12)C=1N=C(C=2N(C1)C=NN2)NC=2C=NC(=CC2)N2CCOCC2